5-(4-cyclopropyl-6-methoxy-pyrimidin-5-yl)-3-[[4-[1-(oxetan-3-yl)-4-(trifluoromethyl)imidazol-2-yl]phenyl]methyl]-1H-pyrazolo[4,3-d]pyrimidine C1(CC1)C1=NC=NC(=C1C=1N=CC2=C(N1)C(=NN2)CC2=CC=C(C=C2)C=2N(C=C(N2)C(F)(F)F)C2COC2)OC